2,4-dihydro-1H-benzo[d][1,3]oxazine-2,4-dione N1C(OC(C2=C1C=CC=C2)=O)=O